10a-Isopropyl-2-(2-((1-(methylsulfonyl)piperidin-4-yl)amino)-5-(trifluoro-methyl)pyrimidin-4-yl)-6,7,10,10a-tetrahydrothieno[2',3':3,4]pyrrolo[1,2-d][1,4]oxazepin-4(9H)-one C(C)(C)C12N(CCOCC1)C(C1=C2SC(=C1)C1=NC(=NC=C1C(F)(F)F)NC1CCN(CC1)S(=O)(=O)C)=O